(S)-5-(difluoromethoxy)-2-(4-((5,5-dimethyltetrahydrofuran-3-yl)amino)pyrido[3,4-d]pyridazin-1-yl)phenol FC(OC=1C=CC(=C(C1)O)C1=C2C(=C(N=N1)N[C@@H]1COC(C1)(C)C)C=NC=C2)F